C(N)(=O)C1=C(COC2=CC=C(C=C2)C=2N=CN(C2)C(=O)NCC2CN(CC2)C2=CC=CC=C2)C=CC(=C1)S(=O)(=O)CC 4-(4-(2-carbamoyl-4-(ethylsulfonyl)benzyloxy)phenyl)-N-((1-phenylpyrrolidin-3-yl)methyl)-1H-imidazole-1-carboxamide